((3S,4S)-8-(9-(2-bromo-3-chloropyridin-4-yl)-7-((2-(trimethylsilyl) ethoxy) methyl)-7H-imidazo[1,2-c]pyrrolo[3,2-e]pyrimidin-5-yl)-3-methyl-2-oxa-8-azaspiro[4.5]decan-4-yl)carboxylate BrC1=NC=CC(=C1Cl)C1=CN(C2=C1C=1N(C(=N2)N2CCC3([C@@H]([C@@H](OC3)C)C(=O)[O-])CC2)C=CN1)COCC[Si](C)(C)C